C(=O)(O)CCCNC(CN(C(CCCCNC(OCC1=CC=CC=C1)=O)C(NCCCC(=O)O)=O)CC(NCCCC(=O)O)=O)=O 10-(2-((3-carboxypropyl)amino)-2-oxoethyl)-9-((3-carboxypropyl)-carbamoyl)-3,12-dioxo-1-phenyl-2-oxa-4,10,13-triazaheptadecan-17-oic acid